FC1([C@H](C=2C(=CN(C2CC1)C=1C=C(C(C#N)=CC1)C#N)S(=O)(=O)C)O)F (S)-4-(5,5-difluoro-4-hydroxy-3-(methylsulfonyl)-4,5,6,7-tetrahydro-1H-indol-1-yl)phthalonitrile